C/1(=C/C=C\C=C/C=C1)\CCCCCCC=1C=C(C=C(C1)N1C2=CC=CC=C2C=2C=CC=CC12)N1C2=CC=CC=C2C=2C=CC=CC12 9,9'-(5-(6-((1Z,3Z,5Z,7Z)-cycloocta-1,3,5,7-tetraen-1-yl)hexyl)-1,3-phenylene)bis(9H-carbazole)